C1(CCCCC1)(C1=CC=C(C=C1)N(C1=CC=C(C=C1)C)C1=CC=C(C=C1)C)C1=CC=C(C=C1)N(C1=CC=C(C=C1)C)C1=CC=C(C=C1)C 4,4'-Cyclohexyliden-bis[N,N-bis(4-methylphenyl)benzenamin]